OC1=C(C(=O)O)C=C(C=C1O)O 2,3,5-trihydroxybenzoic acid